N1CC(C1)CC(=O)N1CCN(CC1)C(=O)C1=C(C=C(C=C1)NC(=O)C=1N(C(=CN1)C1=C(C=C(C=C1)OC(F)F)F)C)Cl N-[4-[4-[2-(azetidin-3-yl)acetyl]piperazine-1-carbonyl]-3-chloro-phenyl]-5-[4-(difluoromethoxy)-2-fluoro-phenyl]-1-methyl-imidazole-2-carboxamide